(2H5)ethyl (2S)-2-[(2S)-2-amino-3-{4-[bis(2-chloroethyl)amino]phenyl} propanamido]-3-(4-fluorophenyl)propanoate hydrochloride Cl.N[C@H](C(=O)N[C@H](C(=O)OC(C([2H])([2H])[2H])([2H])[2H])CC1=CC=C(C=C1)F)CC1=CC=C(C=C1)N(CCCl)CCCl